(P)-6-chloro-7-(2-fluorophenyl)-1-(4-methyl-1-(2-methyl-2-propanyl)-1H-pyrazol-5-yl)-4-((2S)-2-methyl-4-(2-propenoyl)-1-piperazinyl)pyrido[2,3-d]pyrimidin-2(1H)-one ClC1=CC2=C(N(C(N=C2N2[C@H](CN(CC2)C(C=C)=O)C)=O)C2=C(C=NN2C(C)(C)C)C)N=C1C1=C(C=CC=C1)F